(E)-3-(3-(3-methoxyphenyl)propenoyl)oxazolidin-2-one COC=1C=C(C=CC1)/C=C/C(=O)N1C(OCC1)=O